4-fluoropyrrolidin FC1CCNC1